1,3-dihydroxy-2-(hydroxymethyl)propan-2-aminium (4-(4-((1-((1s,3s)-3-ethoxycyclobutyl)-3-(pyridin-2-yl)-1H-pyrazol-4-yl)carbamoyl)thiazol-2-yl)-1H-pyrazol-1-yl)methyl-hydrogenphosphate C(C)OC1CC(C1)N1N=C(C(=C1)NC(=O)C=1N=C(SC1)C=1C=NN(C1)COP(=O)(O)[O-])C1=NC=CC=C1.OCC(CO)([NH3+])CO